7-((3-fluoro-4-(4-(trifluoromethyl)piperidin-1-yl)phenyl)amino)-2H-benzo[b][1,4]oxazin-3(4H)-one FC=1C=C(C=CC1N1CCC(CC1)C(F)(F)F)NC=1C=CC2=C(OCC(N2)=O)C1